ClC1=NC=C(C(=C1)N1CCC(CC1)(F)CN(C)C)C#CC=1C=NN(C1)C 1-(1-(2-Chloro-5-((1-methyl-1H-pyrazol-4-yl)ethynyl)pyridin-4-yl)-4-fluoropiperidin-4-yl)-N,N-dimethylmethanamine